(R)-6-(6-(2,2-difluoroethoxy)imidazo[1,2-a]pyrazin-3-yl)-N-(piperidin-3-yl)pyridin-2-amine FC(COC=1N=CC=2N(C1)C(=CN2)C2=CC=CC(=N2)N[C@H]2CNCCC2)F